C(C1=CC=CC=C1)(C1=CC=CC=C1)N1CC2CCC(C1)N2C(=O)C=2C(=C1CN(C(C1=CC2)=O)C2C(NC(CC2)=O)=O)F 3-(5-(3-benzhydryl-3,8-diazabicyclo[3.2.1]octane-8-carbonyl)-4-fluoro-1-oxoisoindolin-2-yl)piperidine-2,6-dione